C(=O)(O)CCOC1=C(C=2CC3=CC=CC=C3C2C=C1)OCCC(=O)O bis(2-carboxyethoxy)fluorene